(S)-1-chloro-2-benzenesulfonate ClC1=C(C=CC=C1)S(=O)(=O)[O-]